3-(1-methyl-1H-pyrazol-4-yl)piperidine CN1N=CC(=C1)C1CNCCC1